CC1=NC(=C(C2=CC=C(C=C12)OC1=CC=CC=C1)O)C(=O)C(C(=O)O)N (1-methyl-4-hydroxy-7-phenoxy-isoquinoline-3-carbonyl)-amino-acetic acid